BrC1=CC=CC(=N1)NC(=O)[C@@H]1C[C@@H](CN1)CNC(OCC1C2=CC=CC=C2C=2C=CC=CC12)=O (9H-fluoren-9-yl)methyl (((3S,5S)-5-((6-bromopyridin-2-yl)carbamoyl)pyrrolidin-3-yl)methyl)carbamate